N-(tert-butyloxycarbonyl)glycinamide C(C)(C)(C)OC(=O)NC(CN)=O